1,6-bis-[2-methacryloyloxyethoxycarbonylamino]-2,4,4-trimethylhexane C(C(=C)C)(=O)OCCOC(=O)NCC(CC(CCNC(=O)OCCOC(C(=C)C)=O)(C)C)C